C1(CCC1)N1N=CC(=C1)C1=CN=C(C2=CC(=C(C=C12)C(=O)N)OC(C)C)OC[C@H]1NC(C(C1)(F)F)=O (S)-4-(1-cyclobutyl-1H-pyrazol-4-yl)-1-((4,4-difluoro-5-oxopyrrolidin-2-yl)methoxy)-7-isopropoxyisoquinoline-6-carboxamide